2-methyl-3-(naphthalen-1-yl)-6-(1H-tetrazol-5-yl)quinoline CC1=NC2=CC=C(C=C2C=C1C1=CC=CC2=CC=CC=C12)C1=NN=NN1